FC(OC1=NC(=CC=C1NC(=O)C1(CC(C1)NCCC(=O)O)C1=C(C=CC=C1)C(C)C)C)F 3-((3-((2-(difluoromethoxy)-6-methylpyridin-3-yl)carbamoyl)-3-(2-isopropylphenyl)cyclobutyl)amino)propanoic acid